(3R,4R)-4-fluoro-1-(7-methoxy-4-(1-methyl-3-phenyl-1H-pyrazol-4-yl)quinazolin-6-yl)piperidin-3-ol F[C@H]1[C@@H](CN(CC1)C=1C=C2C(=NC=NC2=CC1OC)C=1C(=NN(C1)C)C1=CC=CC=C1)O